tri(4-propylphenyl)-phosphine C(CC)C1=CC=C(C=C1)P(C1=CC=C(C=C1)CCC)C1=CC=C(C=C1)CCC